trans-N-(8-amino-7-fluoro-6-(4-methylpyridin-3-yl)isoquinolin-3-yl)-2-methyl-3-(1-methyl-1H-pyrazol-4-yl)cyclopropane-1-carboxamide NC=1C(=C(C=C2C=C(N=CC12)NC(=O)C1C(C1C=1C=NN(C1)C)C)C=1C=NC=CC1C)F